C1OCC12N(CCC2)C=2OC1=C(N2)C=C(C=C1)NC(=O)C=1C=CC2=C(CCO2)C1 2,3-dihydro-benzofuran-5-carboxylic acid [2-(2-oxa-5-aza-spiro[3.4]oct-5-yl)-benzooxazol-5-yl]-amide